Br\C(\CO)=C/CCCCO[Si](C)(C)C(C)(C)C (Z)-2-bromo-7-((tert-butyldimethylsilyl)oxy)hept-2-en-1-ol